C(N)(OC(C)(C)C)=O tert-butyl (1e)-carbamate